2,4-diethyl-1,8-diamino-octane C(C)C(CN)CC(CCCCN)CC